1-(tert-butyl)-N-(4-(5-(methylsulfinyl)-1,2,4-oxadiazol-3-yl)phenethyl)-4-(3-methylphenoxy)-1H-pyrazole-5-carboxamide C(C)(C)(C)N1N=CC(=C1C(=O)NCCC1=CC=C(C=C1)C1=NOC(=N1)S(=O)C)OC1=CC(=CC=C1)C